C1(CC1)C=1OC2=C(C1C(=O)OC)C=C(C=C2)O Methyl 2-cyclopropyl-5-hydroxybenzofuran-3-carboxylate